SCCC[Si](OCC)(OCC)OCC L-3-Mercaptopropyltriethoxysilane